4-(4-(1-(benzo[d][1,3]dioxol-5-yl)naphthalen-4-yloxy)butyl)morpholine O1COC2=C1C=CC(=C2)C2=CC=C(C1=CC=CC=C21)OCCCCN2CCOCC2